6-((4-(1,3,4-oxadiazol-2-yl)-4-phenethyl-piperidin-1-yl)methyl)-1H-benzo[d][1,3]oxazin-2(4H)-one O1C(=NN=C1)C1(CCN(CC1)CC1=CC2=C(NC(OC2)=O)C=C1)CCC1=CC=CC=C1